N-[3-(1,1-difluoroethyl)phenyl]-1-[4-methoxy-3-(1-oxidopyridin-1-ium-4-yl)phenyl]-3-methyl-5-oxo-4H-pyrazole-4-carboxamide FC(C)(F)C=1C=C(C=CC1)NC(=O)C1C(=NN(C1=O)C1=CC(=C(C=C1)OC)C1=CC=[N+](C=C1)[O-])C